S(=O)(=O)(OCCOC)OCCOC di(2-methoxyethyl) sulfate